1-methylazetidin-3-ol CN1CC(C1)O